5-((5-(3,4-difluorophenyl)pyridin-3-yl)oxy)-2-hydroxybenzonitrile FC=1C=C(C=CC1F)C=1C=C(C=NC1)OC=1C=CC(=C(C#N)C1)O